P(=O)(O)(O)O.C(CCC)N(CCCCCCCCCCCC)CCCCCC(C)C Butyl-isooctyl-dodecylamine phosphate